Ethyl (4S)-4-(3-fluoro-2-methyl-phenyl)-6-methyl-2-thioxo-3,4-dihydro-1H-pyrimidine-5-carboxylate FC=1C(=C(C=CC1)[C@@H]1NC(NC(=C1C(=O)OCC)C)=S)C